pyrazin-2-thiolate N1=C(C=NC=C1)[S-]